FC1(C(CC1)CS(=O)(=O)NC1=C(C=C(C=C1)C1=CC2=C(N=C(N=C2)NC2CCC(CC2)N(C)C)N(C1=O)C(C)C)F)F 1-(2,2-Difluorocyclobutyl)-N-(4-(2-(((1r,4r)-4-(dimethylamino)cyclohexyl)amino)-8-isopropyl-7-oxo-7,8-dihydropyrido[2,3-d]pyrimidin-6-yl)-2-fluorophenyl)methanesulfonamide